OC(CNC(=O)C=1C=C(C=2N(N1)C=CC2)CC2=CC=C(C=C2)Cl)(C)C N-[2-hydroxy-2-methyl-propyl]-4-(4-chlorobenzyl)-pyrrolo[1,2-b]pyridazine-2-carboxamide